N1-(4-(1-cyclopropyl-4-fluoro-2-methyl-1H-benzo[d]imidazole-6-yl)pyrimidin-2-yl)-N4-(2-(dimethylamino)ethyl)-2-methoxy-N4-methyl-5-nitrobenzene-1,4-diamine C1(CC1)N1C(=NC2=C1C=C(C=C2F)C2=NC(=NC=C2)NC2=C(C=C(C(=C2)[N+](=O)[O-])N(C)CCN(C)C)OC)C